C(C=CCCCC)[Si](OC)(C)C 2-heptenyldimethylmethoxysilane